C1(CC1)C(C=1C=C(C=CC1)NC(=O)C=1[N+](=C(NC1C)C=1C=C(C=C(C1)NC)C1=C(C=CC=C1C)C)[O-])(F)F 4-((3-(cyclopropyldifluoromethyl)phenyl)carbamoyl)-2-(2',6'-dimethyl-5-(methylamino)-[1,1'-biphenyl]-3-yl)-5-methyl-1H-imidazole 3-oxide